C(C)OC(CN(C1=CC(=CC=C1)OC)C(CCl)=O)=O N-(2-chloroacetyl)-N-(3-methoxyphenyl)glycine ethyl ester